C(C)OC(CCOCCC(=O)OCC)=O 3,3'-oxydipropanoic acid diethyl ester